ClCC(=C)OCOC 3-chloro-2-(methoxymethoxy)prop-1-ene